4-((2-(difluoromethoxy)-3-(1-methyl-1H-1,2,4-triazol-3-yl)phenyl)amino)-N-(methyl-d3)Pyridazine-3-carboxamide FC(OC1=C(C=CC=C1C1=NN(C=N1)C)NC1=C(N=NC=C1)C(=O)NC([2H])([2H])[2H])F